4-hydroxy-3-(2-methyl-1,3-dioxolan-2-yl)benzaldehyde OC1=C(C=C(C=O)C=C1)C1(OCCO1)C